1,2,4a,5,6,7-Hexahydro-8-oxa-3,5a,9,13c-tetraazanaphtho[3,2,1-de]anthracene-3(4H)-carboxylic acid C1CN(CC2CN3CCOC=4N=C5C=CC=CC5=C(C34)N12)C(=O)O